2-[(1,3-dioxo-1,3-dihydro-2-benzofuran-5-yl)oxy]-5H,7H-furo[3,4-b]pyridine-5,7-dione O=C1OC(C2=C1C=CC(=C2)OC2=CC=C1C(=N2)C(OC1=O)=O)=O